Phenyl-3,4-dihydroisoquinolin-2(1H)-yl-ethan-1-one C1(=CC=CC=C1)CC(=O)N1CC2=CC=CC=C2CC1